2-decanoyl-sn-glycero-3-phosphate choline OCC[N+](C)(C)C.C(CCCCCCCCC)(=O)O[C@H](CO)COP(=O)(O)O